lithium iron phosphate lithium borate B([O-])([O-])[O-].[Li+].P(=O)([O-])(O)O.[Fe+2].[Li+]